1-(4-chlorophenyl)-3-((R)-1-(4-((R)-3-(dimethylamino)pyrrolidin-1-yl)-2,3-difluorophenyl)-2-oxopyrrolidin-3-yl)urea ClC1=CC=C(C=C1)NC(=O)N[C@H]1C(N(CC1)C1=C(C(=C(C=C1)N1C[C@@H](CC1)N(C)C)F)F)=O